1,3,3-trimethyl-2-norbornanyl acetate C(C)(=O)OC1C2(CCC(C1(C)C)C2)C